C(C)(=O)OCCN1C(=NC2=C1C=CC(=C2)N)[C@@H]2C[C@@H](CCC2)NC2=NC=C(C(=N2)OC)C#N 2-(5-amino-2-((1S,3R)-3-((5-cyano-4-methoxypyrimidin-2-yl)amino)cyclohexyl)-1H-benzo[d]imidazol-1-yl)ethyl acetate